C(#N)C=1C=NC(=NC1)N1C[C@H](N(CC1)C(=O)OC1CC2(CN(C2)CC2=CC=C(C=C2)F)C1)C 2-[(4-fluorophenyl)methyl]-2-azaspiro[3.3]heptan-6-yl (2R)-4-(5-cyanopyrimidin-2-yl)-2-methylpiperazine-1-carboxylate